(E)-2-(5-bromopent-2-en-2-yl)naphthalene BrCC/C=C(\C)/C1=CC2=CC=CC=C2C=C1